ClC=1C=CC2=C(N(C(=N2)C2=CC=C(C=C2)Cl)C(C(=O)NC2CCCCC2)C2CCCCC2)C1 2-[6-chloro-2-(4-chloro-phenyl)-benzoimidazol-1-yl]-2,N-dicyclohexyl-acetamide